C1=CC=CC=2C3=C4C(C=5C(=C3CC12)C=1C=CC=CC1N5)=C5C=CC=CC5=N4 bisindolofluorene